CN(C=1C=C(C(=O)N2[C@H](CCC2)C(=O)N)C=CC1)C 1-(3-(dimethylamino)benzoyl)-D-prolinamide